COC1=CC=C(C=C1)C(C)O 4-Methoxyphenyl-ethanol